methyl 5-fluoro-2-((4-fluoro-2-(1-((2-(6-methoxy-3-nitropyridin-2-yl)ethyl)amino)propyl)phenyl)amino)-4-(trifluoromethyl)-benzoate FC=1C(=CC(=C(C(=O)OC)C1)NC1=C(C=C(C=C1)F)C(CC)NCCC1=NC(=CC=C1[N+](=O)[O-])OC)C(F)(F)F